CS(=O)(=O)CCCCCCCC (methyl-sulfonyl)-octane